N-(1-cyanocyclopropyl)-4-nitro-N-[(3R)-pyrrolidin-3-yl]benzenesulfonamide C(#N)C1(CC1)N(S(=O)(=O)C1=CC=C(C=C1)[N+](=O)[O-])[C@H]1CNCC1